F[C@@]1(CN(C[C@@H]([C@@H]1O)F)C1=NC=CC(=N1)NC=1N=CC2=C(C=CC(=C2C1)C(C)C)N1CC(C1)CS(=O)(=O)C)C (3R,4S,5S)-3,5-difluoro-1-[4-({8-[3-(methanesulfonylmeth-yl)azetidin-1-yl]-5-(propan-2-yl)isoquinolin-3-yl}amino)pyrimidin-2-yl]-3-methylpiperidin-4-ol